1-(4-(3-(2,6-Dimethoxypyridin-4-yl)pyrazolo[1,5-a]pyridin-6-yl)-1H-pyrazol-1-yl)-2-methyl-2-propanol COC1=NC(=CC(=C1)C=1C=NN2C1C=CC(=C2)C=2C=NN(C2)CC(C)(O)C)OC